Cyanomethyl phenylethynyl-phenyl ether C1(=CC=CC=C1)C#CC1=C(C=CC=C1)OCC#N